ClC1=C(C=CC=C1Cl)N1[C@H]2CN([C@@H](C1)C2)CC=2C=C1C(N(C(C1=CC2)=O)N2C(NC(CC2)=O)=O)=O 5-(((1R,4R)-5-(2,3-dichlorophenyl)-2,5-diazabicyclo[2.2.1]heptan-2-yl)methyl)-2-(2,4-dioxotetrahydropyrimidin-1(2H)-yl)isoindoline-1,3-dione